2,4-dimethyl-3,6-dioxan CC1COCC(O1)C